C1(=CC=C(C=C1)S(=O)(=O)NCCC(=O)O)C N-(p-tolylsulfonyl)-β-alanine